CC=1C=C(C=CC1OC=1C=C2C(=NC1)N(C=N2)C)NC=2C1=C(N=CN2)C=CC(=N1)N1CCN(CCC1)C(C=C)=O 1-(4-(4-((3-methyl-4-((3-methyl-3H-imidazo[4,5-b]pyridin-6-yl)oxy)phenyl)amino)pyrido[3,2-d]pyrimidin-6-yl)-1,4-diazepan-1-yl)prop-2-en-1-one